(R)-ethyl 2-(2-methyl-6-(2,3,5,6-tetrafluorophenyl)-3-thioxo-3,5,6,7-tetrahydro-2H-pyrrolo[1,2-c]imidazol-1-yl)acetate CN1C(N2C(=C1CC(=O)OCC)C[C@@H](C2)C2=C(C(=CC(=C2F)F)F)F)=S